FC(OC1=CC=C(C=C1)N1C(C2=C(C=3C=CC(=NC13)OCC)N(C=N2)C)=O)F 5-(4-(difluoromethoxy)phenyl)-7-ethoxy-1-methyl-1,5-dihydro-4H-imidazo[4,5-c][1,8]Naphthyridin-4-one